ClC=1C=C(CN2C(NC3=NC=C(C=C32)C=3C(=NOC3C)C)=O)C=CC1Cl 1-(3,4-dichlorobenzyl)-6-(3,5-dimethylisoxazol-4-yl)-1H-imidazo[4,5-b]pyridin-2(3H)-one